1-[bis(methyleneamino)methyliumyl]-1H-1,2,3-triazolo[4,5-b]pyridine-3-oxide hexafluorophosphate tert-Butyl-(1-oxo-3-(indol-3-yl)propan-2-yl)carbamate C(C)(C)(C)N(C([O-])=O)C(C=O)CC1=CNC2=CC=CC=C12.F[P-](F)(F)(F)(F)F.C=N[C+](N1N=[N+](C2=NC=CC=C21)[O-])N=C.C=N[C+](N=C)N2N=[N+](C1=NC=CC=C12)[O-]